2-((R)-3-(4-(5,6,7,8-tetrahydro-1,8-naphthyridin-2-yl)butoxy)pyrrolidin-1-yl)-2-(2-(trifluoromethyl)phenyl)acetic acid N1=C(C=CC=2CCCNC12)CCCCO[C@H]1CN(CC1)C(C(=O)O)C1=C(C=CC=C1)C(F)(F)F